(5S)-6-[4-(cyclopentylamino)-3-(trifluoromethyl)phenyl]-5-methyl-4,5-dihydro-1,2,4-triazin-3(2H)-one C1(CCCC1)NC1=C(C=C(C=C1)C=1[C@@H](NC(NN1)=O)C)C(F)(F)F